Butylene Glycol Dicaprylat C(CCCCCCC)(=O)OCCCCOC(CCCCCCC)=O